BrC=1C=CC2=C(OC3=C2C=CC=C3)C1I 3-bromo-4-iododibenzo[b,d]furan